3-bromo-4-((2-ethoxy-2-oxoethyl)sulfinyl)benzoic acid BrC=1C=C(C(=O)O)C=CC1S(=O)CC(=O)OCC